N-(4-Cyanobenzyl)-6-((1-((difluoromethyl)sulfonyl)cyclopropyl)methyl)-1-methyl-7-oxo-4,5,6,7-tetrahydro-1H-pyrazolo[3,4-c]pyridine-3-carboxamide C(#N)C1=CC=C(CNC(=O)C2=NN(C=3C(N(CCC32)CC3(CC3)S(=O)(=O)C(F)F)=O)C)C=C1